COC(C1=C(C=C(C=C1F)Br)NCC1=C(C=C(C=C1)OC)OC)=O 4-bromo-2-((2,4-dimethoxybenzyl)amino)-6-fluorobenzoic acid methyl ester